FC1=C(C=C(C=C1)C=1C=C2C(=NC1)C=NN2CC(=O)N(C)C)C 2-[6-(4-Fluoro-3-methyl-phenyl)pyrazolo[4,3-b]pyridin-1-yl]-N,N-dimethyl-acetamide